C(C)N1C(C=2C=C(C=C(C2C2=C1N(N=C2)C)C(C)NC2=C(C(=O)O)C=CC=C2)C)=O ((1-(4-ethyl-3,7-dimethyl-5-oxo-4,5-dihydro-3H-pyrazolo[3,4-c]isoquinolin-9-yl)ethyl)amino)benzoic acid